6-(2,2-dibromocyclopropyl)-hexane BrC1(C(C1)CCCCCC)Br